(1R)-2,2,3-trimethyl-3-cyclopenten CC1(CCC=C1C)C